1,4-naphthalenedimethanol C1(=CC=C(C2=CC=CC=C12)CO)CO